sodium myristoylmethyl-β-alaninate C(CCCCCCCCCCCCC)(=O)N(CCC(=O)[O-])C.[Na+]